CC1=CC=C(C=C2C(C3(CCC2C3(C)C)C)=O)C=C1 (4-methylbenzylidene)-camphor